6-(2,5-dioxo-2,5-dihydro-1H-pyrrol-1-yl)-N-(prop-2-yn-1-yl)hexanamide tert-butyl-(3,3-difluoro-2,3-dihydro-1H-benzo[d]pyrrolo[1,2-a]imidazol-5-yl)carbamate C(C)(C)(C)N(C(O)=O)C1=CC=CC2=C1N=C1N2CCC1(F)F.O=C1N(C(C=C1)=O)CCCCCC(=O)NCC#C